carboxyl-imidazole bromide [Br-].C(=O)(O)C=1NC=CN1